(4-(7-(cyclopentylmethyl)-8-(4-isopropylphenethyl)-2,6-dioxo-1-(prop-2-yn-1-yl)-1,2,6,7-tetra-hydro-3H-purin-3-yl)butyl)phosphonic acid C1(CCCC1)CN1C(=NC=2N(C(N(C(C12)=O)CC#C)=O)CCCCP(O)(O)=O)CCC1=CC=C(C=C1)C(C)C